(2-fluorophenyl)-2,2':6',2''-terpyridine FC1=C(C=CC=C1)C=1C(=NC=CC1)C1=NC(=CC=C1)C1=NC=CC=C1